5-{[1-(2-{2-[2-(2-{[2-(2,6-dioxopiperidine-3-yl)-1-oxo-1,2-dihydrophthalazin-6-yl]amino}ethoxy)ethoxy]ethoxy}acetyl)piperidin-4-yl]methoxy}pyrimidine O=C1NC(CCC1N1C(C2=CC=C(C=C2C=N1)NCCOCCOCCOCC(=O)N1CCC(CC1)COC=1C=NC=NC1)=O)=O